COC=1C=C2N(C=3C=CC(=CC3C(C2=CC1)(C)C)C(=C)C)C(=O)OC(C)(C)C tert-butyl 6-methoxy-9,9-dimethyl-2-(prop-1-en-2-yl)acridine-10(9H)-carboxylate